3-(4-Aminoimidazo[2,1-f][1,2,4]triazin-7-yl)-N-(4-cyanobicyclo[2.2.1]heptan-1-yl)-4-(methyl-d3)benzenesulfonamide trifluoroacetate salt FC(C(=O)O)(F)F.NC1=NC=NN2C1=NC=C2C=2C=C(C=CC2C([2H])([2H])[2H])S(=O)(=O)NC21CCC(CC2)(C1)C#N